N-[(6-Amino-2-pyridyl)sulfonyl]-6-(6-methyl-2-pyridyl)-2-(2,4,6-trimethylphenoxy)pyridin-3-carboxamid NC1=CC=CC(=N1)S(=O)(=O)NC(=O)C=1C(=NC(=CC1)C1=NC(=CC=C1)C)OC1=C(C=C(C=C1C)C)C